gamma-methacryloxypropyltris(2-propyl)silane C(C(=C)C)(=O)OCCC[Si](C(C)C)(C(C)C)C(C)C